ClC1=CC=C(C(=N1)C(=O)OCC)[N+](=O)[O-] ethyl 6-chloro-3-nitropicolinate